NC=1NC(C=2[N+](=CN(C2N1)[C@@H]1O[C@@H]([C@H]([C@H]1O)O)COP(=O)(OP(=O)(O)O)O)CC)=O 2-amino-9-((2R,3R,4S,5R)-3,4-dihydroxy-5-(((hydroxy(phosphonooxy)phosphoryl)oxy)methyl)tetrahydrofuran-2-yl)-7-ethyl-6-oxo-6,9-dihydro-1H-purin-7-ium